CC1=NOC(=C1C=1C=C2C(=NC1)C(=CN2C2=NC=C(C(=O)O)C=C2)CC2=NC=CC=C2)C 6-(6-(3,5-dimethylisoxazol-4-yl)-3-(pyridin-2-ylmethyl)-1H-pyrrolo[3,2-b]pyridin-1-yl)nicotinic acid